FC1=C(CN2N=CC(=C2)C2=NC=CC(=N2)NC=2N=CC3=C(C=CC(=C3C2)C(C)C)N2[C@@H]([C@H](C2)N(S(=O)(=O)C)C)C)C=CC=C1 N-((2R,3S)-1-(3-((2-(1-(2-fluorobenzyl)-1H-pyrazol-4-yl)pyrimidin-4-yl)amino)-5-isopropylisoquinolin-8-yl)-2-methylazetidin-3-yl)-N-methylmethanesulfonamide